COC1CC(C1)N1N=CC(=C1)C=1C=C(CN2CCC3(CC2)COC2=C4CN(C(C4=CC=C23)=O)[C@@H]2C(NC(CC2)=O)=O)C=CC1 (S)-3-(1'-(3-(1-((1r,3r)-3-methoxycyclobutyl)-1H-pyrazol-4-yl)benzyl)-6-oxo-6,8-dihydro-2H,7H-spiro[furo[2,3-e]isoindole-3,4'-piperidin]-7-yl)piperidine-2,6-dione